2-(methylsulfinyl)pyrrolo[2,1-f][1,2,4]triazine CS(=O)C1=NN2C(C=N1)=CC=C2